Cerium ammonium nitrate [N+](=O)([O-])[O-].[NH4+].[Ce]